(4,1)-bipyrazole cyclodecane-7-ene-3-carbamate C1CC(CCCC=CCC1)NC(=O)O.N1N=CC(=C1)N1N=CC=C1